O1CCC(CCC1)=O 4-Oxepanone